CN(C1CCN(CC1)C1=C(C=C(C(=C1)OC)NC1=NC=NC(=C1)N1OCC[C@@H]1C1=C(C(=C(C=C1)F)F)F)NC(C=C)=O)C N-(2-(4-(dimethylamino)piperidine-1-yl)-4-methoxy-5-((6-((R)-3-(2,3,4-trifluorophenyl)isoxazolidine-2-yl)pyrimidine-4-yl)amino)phenyl)acrylamide